Bis-(1-Isocyanato-1-methylethyl)-naphthalin N(=C=O)C(C)(C)C1=C(C2=CC=CC=C2C=C1)C(C)(N=C=O)C